{5-[(1,3-benzothiazol-2-yl)amino]-1H-indol-1-yl}pyridine-2-carboxylic acid S1C(=NC2=C1C=CC=C2)NC=2C=C1C=CN(C1=CC2)C=2C(=NC=CC2)C(=O)O